FC=1C(=C(C=CC1F)[C@H]1[C@@H](O[C@]([C@H]1C)(C(F)(F)F)C)C(=O)NC1=CC(=NC=C1)S(=O)(=O)NCC)OC |o1:8,9,11,12| rel-(2R,3S,4S,5R)-3-(3,4-difluoro-2-methoxyphenyl)-N-(2-(N-ethylaminosulfonyl)pyridine-4-yl)-4,5-dimethyl-5-(trifluoromethyl)tetrahydrofuran-2-carboxamide